NC1=C(CN(CC(=O)O)C)C=CC(=C1)Br N-(2-amino-4-bromobenzyl)-N-methylglycine